BrC=1C=C2C(=NN(C(C2=CC1)=O)CC(=O)NC1CN(CC(C1)(F)F)CC)C(C)C 2-(6-bromo-4-isopropyl-1-oxophthalazin-2(1H)-yl)-N-(1-ethyl-5,5-difluoropiperidin-3-yl)acetamide